2-(((2-bromopyridin-4-yl)oxy)methyl)-5-cyclopropyl-7-(4-methylpiperazin-1-yl)pyrazolo[1,5-a]pyridine BrC1=NC=CC(=C1)OCC1=NN2C(C=C(C=C2N2CCN(CC2)C)C2CC2)=C1